C(C1=CC=CC=C1)OC(=O)NCCC=1C(N(C=CC1)C(C(=O)OCC)CC(C)C)=O Ethyl 2-(3-(2-(benzyloxycarbonylamino) ethyl)-2-oxopyridin-1(2H)-yl)-4-methylpentanoate